4-(4-nitro-1H-1,3-benzodiazole-2-yl)phenol [N+](=O)([O-])C1=CC=CC=2NC(=NC21)C2=CC=C(C=C2)O